N-[4-fluoro-3-(trifluoromethyl)phenyl]bicyclo[2.2.1]heptane-2-carboxamide FC1=C(C=C(C=C1)NC(=O)C1C2CCC(C1)C2)C(F)(F)F